C(C1=CC=CC=C1)C(CCC[C@@H](N)C(=O)O)N ε-Benzyl-D-lysin